1-{3-[2-(2-Aminoethoxy)-ethoxy]-propionyl}pseudouridine tert-Butyl-(R or S)-6-bromo-8-(2,2,2-trifluoro-1-hydroxyethyl)imidazo[1,2-a]pyridine-2-carboxylate C(C)(C)(C)C1=C(N=C2N1C=C(C=C2[C@H](C(F)(F)F)O)Br)C(=O)OC[C@@H]2[C@H]([C@H]([C@@H](O2)C2=CN(C(=O)NC2=O)C(CCOCCOCCN)=O)O)O |o1:13|